Cl.O1N[C@@H](CC1)C1=CC=C(C=N1)C#N 6-[(3S)-Isoxazolidin-3-yl]pyridine-3-carbonitrile Hydrochloride Salt